CON=CC(=O)NC 2-methoxyimino-N-methylacetamide